FC=1C=C(C=CC1N1CCN(CC1)C)CN (3-fluoro-4-(4-methylpiperazin-1-yl)phenyl)methylamine